rac-(2R,3S,5S)-3-(3,4-difluoro-2-methoxyphenyl)-5-methyl-5-(trifluoromethyl)tetrahydro-2H-pyran-2-carboxylic acid FC=1C(=C(C=CC1F)[C@H]1[C@@H](OC[C@](C1)(C(F)(F)F)C)C(=O)O)OC |r|